(S)-1-(5-(2-nitrophenyl)-1,3,4-oxadiazol-2-yl)but-3-enyl-carbamic acid tert-butyl ester C(C)(C)(C)OC(N[C@@H](CC=C)C=1OC(=NN1)C1=C(C=CC=C1)[N+](=O)[O-])=O